C1CC12CCN(CC2)C2=C(C(=O)NC1=C3CCC4(CC3=CC=C1)CC4)C=CC(=C2)NS(=O)(=O)CCO 2-{6-azaspiro[2.5]octane-6-yl}-N-{3',4'-Dihydro-1'H-spiro[cyclopropane-1,2'-naphthalene]-5'-yl}-4-(2-hydroxyethanesulfonylamino)benzamide